COC(CC1=CC=C(C=C1)NC=1C(=NC(=CC1)C1=CC=CC=2OCCOC21)OC)=O {4-[6-(2,3-Dihydro-benzo[1,4]dioxin-5-yl)-2-methoxy-pyridin-3-ylamino]-phenyl}-acetic acid methyl ester